ClC=1C=CC(=C(C1)[C@@H]([C@H](C)C=1N(C(C(=C(N1)C(=O)NC=1C=NOC1)O)=O)C)C1=CC=CC=C1)C#N 2-((1S,2S)-1-(5-chloro-2-cyanophenyl)-1-phenylpropan-2-yl)-5-hydroxy-N-(isoxazol-4-yl)-1-methyl-6-oxo-1,6-dihydropyrimidine-4-carboxamide